ClC=1C(=CC(=C(C(=O)NC2=CC(=[N+](C=C2)[O-])OC[C@@H]2OC(OC2)(C)C)C1)OC1=C(C=C(C=C1)F)C)C(F)(F)F (S)-4-(5-chloro-2-(4-fluoro-2-methylphenoxy)-4-(trifluoromethyl)benzoylamino)-2-((2,2-dimethyl-1,3-dioxolan-4-yl)methoxy)pyridine-1-oxide